[Pd].BrC=1C2=CC=C(N2)C(=C2C=CC(C(=C3C=CC(=C(C=4C=CC1N4)C4=CC=CC=C4)N3)C3=CC=CC=C3)=N2)C2=CC=CC=C2 5-bromo-10,15,20-triphenylporphyrin Palladium